ClC=1C=CC(=C(C1)C1=CC(=NC=N1)O)N1N=NC(=C1)C(F)(F)F 6-(5-chloro-2-(4-(trifluoromethyl)-1H-1,2,3-triazol-1-yl)phenyl)pyrimidin-4-ol